O=C1NC(CCC1C1=NN(C2=CC(=CC=C12)C1C(CN(CC1)CCNC(OC(C)(C)C)=O)(F)F)C)=O tert-butyl N-[2-[4-[3-(2,6-dioxo-3-piperidyl)-1-methyl-indazol-6-yl]-3,3-difluoro-1-piperidyl]ethyl]carbamate